FC1=C(C(=CC=C1)F)C1=C2C(=NC(=C1)C)ON=C2N2C(N1[C@H](C2)C([C@@H](C1)NS(=O)(=O)C)(F)F)=O N-{(6R,7aR)-2-[4-(2,6-difluorophenyl)-6-methyl[1,2]oxazolo[5,4-b]pyridin-3-yl]-7,7-difluoro-3-oxohexahydro-1H-pyrrolo[1,2-c]imidazol-6-yl}methanesulfonamide